CC(C)(C)S(=O)(=O)C=1C(=CC=2N(C1)C(=CN2)C2=CC(=NC=C2)NC(C)=O)OC N-[4-[6-[(1,1-dimethylethyl)sulfonyl]-7-methoxyimidazo[1,2-a]pyridin-3-yl]-2-pyridinyl]acetamide